N[C@H](C(=O)N1[C@@H](C[C@H](C1)O)C(=O)NCC1=CC=C(C=C1)C1=C(N=CS1)C)C(C)(C)C (2S,4R)-1-[(2S)-2-amino-3,3-dimethyl-butanoyl]-4-hydroxy-N-[[4-(4-methyl-thiazol-5-yl)phenyl]methyl]pyrrolidine-2-carboxamide